2-ethylhexyl 2-(2-(benzyl(butoxycarbonyl)amino)phenyl)acetate C(C1=CC=CC=C1)N(C1=C(C=CC=C1)CC(=O)OCC(CCCC)CC)C(=O)OCCCC